[I-].OC1=CC=C(/C=C/C2=[N+](C3=CC=CC=C3C=C2)C)C=C1 (E)-2-(4-hydroxystyryl)-1-methylquinolinium iodide